tert-butyl (2-(8-methyl-1-(((trimethylsilyl)methyl)thio)imidazolo[1,5-a]pyridin-3-yl)propan-2-yl)carbamate CC=1C=2N(C=CC1)C(=NC2SC[Si](C)(C)C)C(C)(C)NC(OC(C)(C)C)=O